(6-(6-((3-methoxy-1-methyl-1H-pyrazol-4-yl)amino)-9-methyl-9H-purin-2-yl)-1,6-diazaspiro[3.5]nonan-1-yl)(1H-1,2,4-triazol-1-yl)methanone COC1=NN(C=C1NC1=C2N=CN(C2=NC(=N1)N1CC2(CCN2C(=O)N2N=CN=C2)CCC1)C)C